1-benzyl 3-(tert-butyl) 2-(6-((tert-butyldiphenylsilyl) oxy) hexyl)-2-methylmalonate [Si](C1=CC=CC=C1)(C1=CC=CC=C1)(C(C)(C)C)OCCCCCCC(C(=O)OCC1=CC=CC=C1)(C(=O)OC(C)(C)C)C